BrC1=CC=CC=2N(C(=NC21)C2=CC=C(C=C2)C(C)(C)C)CCCC 4-Bromo-1-butyl-2-(4-tertbutylphenyl)-1H-benzo[d]imidazole